C(C)[C@@H]1[C@@H](COC1=O)CC(=O)O (3s,4r)-4-ethyl-5-oxo-tetrahydrofuran-3-acetic acid